C(OC1=C(C(=O)O)C=CC=N1)([2H])([2H])[2H] 2-(methoxy-d3)nicotinic acid